5-((5-Chloro-2-(2,4-dimethylthiazol-5-yl)pyrimidin-4-yl)-amino)-3-(3-hydroxy-3-methylbutyl)-1-methyl-1,3-dihydro-2H-benzo[d]imidazol-2-one ClC=1C(=NC(=NC1)C1=C(N=C(S1)C)C)NC1=CC2=C(N(C(N2CCC(C)(C)O)=O)C)C=C1